(R)-3-((3-butyl-3-ethyl-5-(4-fluorophenyl)-7-(methylsulfanyl)-1,1-dioxo-2,3,4,5-tetrahydro-1,5-benzothiazepin-8-yl)oxy)propanoic acid C(CCC)[C@]1(CS(C2=C(N(C1)C1=CC=C(C=C1)F)C=C(C(=C2)OCCC(=O)O)SC)(=O)=O)CC